2-Methylbutylacrylat CC(COC(C=C)=O)CC